2-fluoro-3,6-dimethoxy-4-propylbenzaldehyde FC1=C(C=O)C(=CC(=C1OC)CCC)OC